C1NCCC12CCN(CC2)C(=O)OCCCC Z-butyl 2,8-diazaspiro[4.5]decane-8-carboxylate